indium-strontium pyrophosphate [O-]P([O-])(=O)OP(=O)([O-])[O-].[Sr+2].[In+3]